FC1(CCN(CCC1)C=1N=NC(=C(C1C(=O)O)C)C(F)(F)F)F 3-(4,4-difluoroazepan-1-yl)-5-methyl-6-(trifluoromethyl)pyridazine-4-carboxylic acid